FC(CN[C@@H](CC=1C=C(C=CC1)O)C)(C)C (R)-3-(2-((2-fluoro-2-methylpropyl)amino)propyl)phenol